1-chloro-7,7-dimethyl-7H-fluoreno[2,3-b]benzofuran ClC1=CC=CC2=C1C1=C(O2)C=C2C(C=3C=CC=CC3C2=C1)(C)C